8-(4-Amino-5-(4-phenoxyphenyl)-7H-pyrrolo[2,3-d]pyrimidin-7-yl)-3-(pyridin-4-yl)-1,3-diazaspiro[4.5]decane-2,4-dione NC=1C2=C(N=CN1)N(C=C2C2=CC=C(C=C2)OC2=CC=CC=C2)C2CCC1(C(N(C(N1)=O)C1=CC=NC=C1)=O)CC2